4-(5-cyclohexyl-1,3,4-thiadiazol-2-yl)-[4-(1,5-dimethylpyrazol-4-yl)-3,4-dihydro-1H-isoquinolin-2-yl]methanone C1(CCCCC1)C1=NN=C(S1)C1(CN(CC2=CC=CC=C12)C=O)C=1C=NN(C1C)C